N-(5-(5-((6S)-2-acryloyl-2-azabicyclo[2.2.1]heptan-6-yl)-1,2,4-oxadiazol-3-yl)pyridin-2-yl)-6-(1H-pyrazol-5-yl)picolinamide C(C=C)(=O)N1C2[C@H](CC(C1)C2)C2=NC(=NO2)C=2C=CC(=NC2)NC(C2=NC(=CC=C2)C2=CC=NN2)=O